CC1=C(NC=C1C1(CC1)C=1C=NC(=CC1)C(F)(F)F)C(=O)NC(C)C=1N=CN(C1)S(=O)(=O)CC1=CC=C(C=C1)C 3-methyl-N-(1-(1-((4-methylbenzyl)sulfonyl)-1H-imidazol-4-yl)ethyl)-4-(1-(6-(trifluoromethyl)pyridin-3-yl)cyclopropyl)-1H-pyrrole-2-carboxamide